tert-butyl (S)-3-((4-(tert-butoxy)phenyl)amino)pyrrolidine-1-carboxylate C(C)(C)(C)OC1=CC=C(C=C1)N[C@@H]1CN(CC1)C(=O)OC(C)(C)C